amino-4b-hydroxy-7-methyl-4-nitro-4b,9b-dihydro-10H-indeno[1,2-b]benzofuran-10-one NC1=C2C(C3C(OC4=C3C=CC(=C4)C)(C2=C(C=C1)[N+](=O)[O-])O)=O